7-[(3R)-1-methyl-3-piperidyl]imidazo[4,5-c]pyridazine CN1C[C@@H](CCC1)N1C=NC2=C1N=NC=C2